tert-butyl (2-(4-fluorophenyl)-2-oxoethyl)carbamate FC1=CC=C(C=C1)C(CNC(OC(C)(C)C)=O)=O